3,5-difluorobenzoyl iodide FC=1C=C(C(=O)I)C=C(C1)F